FC(OC1=C(C(=O)O)C(=CC(=C1)C=1N(N=C2C=C(C=C(C12)OC(F)F)C=1C=NN(C1)C)C)OC)F 2-(difluoromethoxy)-4-[4-(difluoromethoxy)-2-methyl-6-(1-methylpyrazol-4-yl)indazol-3-yl]-6-methoxybenzoic acid